C(=O)(OC(C)(C)C)NC([C@H]1NCCC1)=O N-Boc-L-prolinamide